N-[(2R)-2-Cyclohexyl-2-phenyl-ethyl]-N-[2-oxo-2-[(3S)-3-phenylpyrrolidin-1-yl]ethyl]prop-2-ynamide C1(CCCCC1)[C@@H](CN(C(C#C)=O)CC(N1C[C@@H](CC1)C1=CC=CC=C1)=O)C1=CC=CC=C1